ClC1=CC=C2C(=CNC2=C1)S(=O)(=O)NC1=C(C=C(C(=C1)F)OC(F)F)F 6-chloro-N-[4-(difluoromethoxy)-2,5-difluorophenyl]-1H-indole-3-sulfonamide